(2S)-2-[[2-(3-fluoro-4-methylsulfonyl-anilino)-5-(1H-triazol-5-yl)pyrimidin-4-yl]amino]-2-phenyl-ethanol FC=1C=C(NC2=NC=C(C(=N2)N[C@H](CO)C2=CC=CC=C2)C2=CN=NN2)C=CC1S(=O)(=O)C